6-[7-[2-(diethylamino)ethoxy]imidazo[1,2-a]pyridin-3-yl]-8-methoxy-2-(2,2,2-trifluoroethyl)-3,4-dihydroisoquinolin-1-one C(C)N(CCOC1=CC=2N(C=C1)C(=CN2)C=2C=C1CCN(C(C1=C(C2)OC)=O)CC(F)(F)F)CC